FC(CC[C@@H]1CN(C2=C(S([C@@H]1F)(=O)=O)C=C(C(=C2)C(F)(F)F)O)C2CCC(CC2)(F)F)(C)F |r| rac-(2S,3R)-3-(3,3-difluorobutyl)-5-(4,4-difluorocyclohexyl)-2-fluoro-8-hydroxy-7-(trifluoromethyl)-2,3,4,5-tetrahydrobenzo[b][1,4]thiazepine 1,1-dioxide